(S)-1-(6-(3-methyl-1H-pyrrolo[2,3-b]pyridin-5-yl)-8-(pyrrolidin-2-yl)-3,4-Dihydroisoquinolin-2(1H)-yl)cyclohexylmethylketone CC1=CNC2=NC=C(C=C21)C=2C=C1CCN(CC1=C(C2)[C@H]2NCCC2)C2(CCCCC2)CC(=O)CC2(CCCCC2)N2CC1=C(C=C(C=C1CC2)C=2C=C1C(=NC2)NC=C1C)[C@H]1NCCC1